4-(tert-butoxycarbonyloxy)styrene C(C)(C)(C)OC(=O)OC1=CC=C(C=C)C=C1